5,5-dimethyl-3λ3-pyrrolidin-2-one CC1(C[CH]C(N1)=O)C